((benzyloxy)methyl)-4-ethyl-1-(7-fluoro-4-isopropyl-2-(pentan-3-yloxy)quinoline-6-yl)-1H-1,2,4-triazol-5(4H)-one C(C1=CC=CC=C1)OCC1=NN(C(N1CC)=O)C=1C=C2C(=CC(=NC2=CC1F)OC(CC)CC)C(C)C